N[C@H]1C[C@H](CCCC1)OC1=C(C(=CC=C1)OC)C1=CC(=NN1)NC=1N=CC(=NC1)C#N 5-((5-(2-(((1S,3R)-3-aminocycloheptyl)oxy)-6-methoxyphenyl)-1H-pyrazol-3-yl)amino)pyrazine-2-carbonitrile